C(C1=CC=CC=C1)OC(=O)N1CC2C(CC1)O2 1-benzyloxycarbonyl-3,4-epoxypiperidine